NC=1C=C(C=NC1)[C@@H](CC(F)F)NC(OC(C)(C)C)=O tert-butyl (R)-(1-(5-aminopyridin-3-yl)-3,3-difluoropropyl)carbamate